NC1=NC(=C2C(=N1)N(N=C2)CC2=C(C=C(C=C2F)N)F)C2=CC(=NC=C2)C#N 4-[6-amino-1-[(4-amino-2,6-difluoro-phenyl)methyl]pyrazolo[3,4-d]pyrimidin-4-yl]pyridine-2-carbonitrile